3-(2,6-diazaspiro[3.4]oct-6-yl)-propan-1-ol C1NCC12CN(CC2)CCCO